ethyl (E)-3-[3-[[6-[2-(2-oxanyl)-3-pyrazolyl]-3-pyridinyl]oxymethyl]phenyl]-2-propenoate O1C(CCCC1)N1N=CC=C1C1=CC=C(C=N1)OCC=1C=C(C=CC1)/C=C/C(=O)OCC